N-methyl-3-(3-(2-(3-(3-methyl-quinuclidin-3-yl)ureido)propan-2-yl)phenoxy)benzamide CNC(C1=CC(=CC=C1)OC1=CC(=CC=C1)C(C)(C)NC(=O)NC1(CN2CCC1CC2)C)=O